(4-formylphenoxy)-1,3,5-triazine C(=O)C1=CC=C(OC2=NC=NC=N2)C=C1